6-(tert-butyl) 5-ethyl (4S,5S,7R)-1-methyl-1,4,5,7-tetrahydro-6H-4,7-methanopyrazolo[3,4-c]pyridine-5,6-dicarboxylate CN1N=CC2=C1[C@@H]1N([C@@H]([C@H]2C1)C(=O)OCC)C(=O)OC(C)(C)C